OCC1=C(C=C(C=C1)OC(NC1CCCCC1)=O)C1=CC=CC=C1 N-Cyclohexyl-carbamic acid 4-(hydroxymethyl)-3-phenylphenyl ester